5-bromo-4-fluoro-2,3-dihydrobenzofuran BrC=1C=CC2=C(CCO2)C1F